Normal hexadecane CCCCCCCCCCCCCCCC